(R)-(-)-1-phenylpropylamine C1(=CC=CC=C1)[C@@H](CC)N